((2-(3'-(6,7-Difluoro-5-(pyrrolidin-1-yl-methyl)benzo[d]oxazol-2-yl)-2,2'-dimethyl-[1,1'-biphenyl]-3-yl)-6-(difluoromethoxy)benzo[d]oxazol-5-yl)methyl)-L-proline FC1=C(C2=C(N=C(O2)C=2C(=C(C=CC2)C2=C(C(=CC=C2)C=2OC3=C(N2)C=C(C(=C3)OC(F)F)CN3[C@@H](CCC3)C(=O)O)C)C)C=C1CN1CCCC1)F